CC=1C=NC=C(C1)C(NC1CCN(CC1)C)=O 3-methyl-5-((1-methylpiperidin-4-yl)carbamoyl)pyridin